[Na].C(C1=CC=CC=C1)N(CCOCCOCCOCCOCCOCCOCCOCCOCCO)C 2-[2-[2-[2-[2-[2-[2-[2-[2-[benzyl(methyl)amino]ethoxy]ethoxy]ethoxy]ethoxy]ethoxy]ethoxy]ethoxy]ethoxy]ethanol sodium